QUINAZOLINEDIONE C1=CC=C2C(=C1)C(=O)NC(=O)N2